FC1(OC2=C(O1)C=CC(=C2)C2=C(N=C(S2)NC(=O)C2N1C=CC=C1C(CC2)=O)C)F N-[5-(2,2-difluoro-1,3-benzodioxol-5-yl)-4-methylthiazol-2-yl]-8-oxo-6,7-dihydroindolizine-5-carboxamide